N-[[6-[bis[(2,4-dimethoxyphenyl)methyl]amino]-8-methyl-1,5-naphthyridin-3-yl]methyl]-N-(1-cyano-2-naphthyl)acetamide COC1=C(C=CC(=C1)OC)CN(C=1N=C2C=C(C=NC2=C(C1)C)CN(C(C)=O)C1=C(C2=CC=CC=C2C=C1)C#N)CC1=C(C=C(C=C1)OC)OC